C(CCCCCCCCC\C=C/CC)OC(C)=O acetic acid (Z)-11-tetradecenyl ester